trans-2,2,2-trifluoro-1-(5-(2-(piperidin-4-ylmethylamino)cyclopropyl)indolin-1-yl)ethanone FC(C(=O)N1CCC2=CC(=CC=C12)[C@H]1[C@@H](C1)NCC1CCNCC1)(F)F